(Pentamethylcyclopentadienyl)(2-isopropylindenyl)zirconium dichloride [Cl-].[Cl-].CC1=C(C(=C(C1(C)[Zr+2]C1C(=CC2=CC=CC=C12)C(C)C)C)C)C